(S)-methyl-3-(3-(((R)-2-ethyl-2,3-dihydropyrido[2,3-f][1,4]oxazepin-4(5H)-yl)methyl)-4-methyl-phenyl)-2,2-dimethyl-3-((1-methyl-1H-1,2,3-triazol-4-yl)-methoxy)-propanoic acid C[C@](C(C(=O)O)(C)C)(OCC=1N=NN(C1)C)C1=CC(=C(C=C1)C)CN1C[C@H](OC2=C(C1)N=CC=C2)CC